CC1(CN(CC1)C1=NC=2N(C(=C1)C1=CC=C(C#N)C=C1)N=CN2)C 4-[5-(3,3-dimethylpyrrolidin-1-yl)-[1,2,4]triazolo[1,5-a]pyrimidin-7-yl]benzonitrile